C(C)(C)(C)OC(=O)N1CC(CCC1)CS(=O)(=O)S(=O)C 3-[(methylsulfinylsulfonyl)methyl]Piperidine-1-carboxylic acid tert-butyl ester